C(CCCCCCC\C=C/C\C=C/CCCCC)(=O)OCC(CN(C)C)OC(CCCCCCC\C=C/C\C=C/CCCCC)=O 1,2-dilinoleoyloxy-N,N-dimethyl-3-aminopropane